2-[5-(4-acetylpiperazin-1-yl)-2-fluorophenyl]-N-{[2-(azepan-1-yl)-4-methoxyphenyl](5-methylfuran-2-yl)methyl}acetamide C(C)(=O)N1CCN(CC1)C=1C=CC(=C(C1)CC(=O)NC(C=1OC(=CC1)C)C1=C(C=C(C=C1)OC)N1CCCCCC1)F